[Na].[AsH3] Arsine monosodium salt